NC(C(C(CCCCNC(=O)OCC1=CC=CC=C1)NC(=O)[C@H]1N(C2CCC1C2)C(=O)OC(C)(C)C)O)=O tert-butyl (3S)-3-((1-amino-7-(((benzyloxy)carbonyl)amino)-2-hydroxy-1-oxoheptan-3-yl)carbamoyl)-2-azabicyclo[2.2.1]heptane-2-carboxylate